[OH-].NC1C2=CC=CC=C2C=2C=CC=CC12 9-aminofluorene hydroxide